OC1=C(CNC2=C3N=CN(C3=NC=N2)[C@H]2[C@@H](O)[C@H](O)[C@H](O2)CO)C=CC(=C1)F 6-(2-Hydroxy-4-fluorobenzylamino)-9-β-D-arabinofuranosylpurin